(S)-1-(3-(2,3-dichlorophenyl)-1H-pyrazolo[3,4-b]pyrazin-6-yl)-4'H,6'H-spiro[piperidine-4,5'-pyrrolo[1,2-c][1,2,3]triazol]-4'-amine (trifluoroacetate) FC(C(=O)O)(F)F.ClC1=C(C=CC=C1Cl)C1=NNC2=NC(=CN=C21)N2CCC1([C@@H](C=3N(N=NC3)C1)N)CC2